FC1(CC(C1)[C@H](CC(=O)N[C@@H](CCC)C1=CC(=CC=C1)OC(F)F)O)F (S)-3-(3,3-difluorocyclobutyl)-N-((S)-1-(3-(difluoromethoxy)phenyl)butyl)-3-hydroxypropionamide